6-(4-((1H-indazol-5-yl)amino)-6-(dimethylamino)pyrimidin-2-yl)-N-(pyridazin-4-yl)-1H-indole-2-carboxamide N1N=CC2=CC(=CC=C12)NC1=NC(=NC(=C1)N(C)C)C1=CC=C2C=C(NC2=C1)C(=O)NC1=CN=NC=C1